FC=1C2=C(C=NC1)OC1=C(C(C2)CN2C(C3=CC=CC=C3C2=O)=O)C=CC=C1 2-((4-fluoro-5,6-dihydrobenzo[6,7]oxepino[2,3-c]pyridin-6-yl)methyl)isoindoline-1,3-dione